1,8-dibromo-dibenzofuran BrC1=CC=CC=2OC3=C(C21)C=C(C=C3)Br